NC1=NC=C2CN=NC2=N1 7-Deaza-8-aza-2-aminopurine